COC1=CC=C(C=C1)S(=O)(=O)N1C2=C(SCC1)C(=CN=C2)C2=CC=C(C=C2)C#N 4-(4-((4-methoxyphenyl)sulfonyl)-3,4-dihydro-2H-pyrido[4,3-b][1,4]thiazin-8-yl)benzeneNitrile